2-(2-Chlorophenyl)-N-(3-{[(dimethylamino)methylene]sulfamoyl}-4-[1-(2-hydroxyethyl)-1H-pyrazol-4-yl]phenyl)acetamide ClC1=C(C=CC=C1)CC(=O)NC1=CC(=C(C=C1)C=1C=NN(C1)CCO)S(N=CN(C)C)(=O)=O